CC1=C(C=NN1)C1=NN2C=NC=3C=CC=CC3C2=N1 2-(5-methyl-1H-pyrazol-4-yl)[1,2,4]triazolo[1,5-c]quinazolin